CCCCC/C=C\\C/C=C\\C/C=C\\C/C=C\\CCCCCCCCCCCCCCCCCCCC(=O)[O-] The molecule is a hexatriacontatetraenoate that is the conjugate base of (21Z,24Z,27Z,30Z)-hexatriacontatetraenoic acid, obtained by deprotonation of the carboxy group; major species at pH 7.3. It is a conjugate base of a (21Z,24Z,27Z,30Z)-hexatriacontatetraenoic acid.